C(C)(C)NC(O[C@H]1C[C@H](CC1)C=1NN=C(C1)NC(C1=CC(=C(C=C1)NC(C)=O)C1OCCO1)=O)=O (1R,3S)-3-{5-[3-(1,3-dioxolan-2-yl)-4-acetamidobenzamido]-2H-pyrazol-3-yl}cyclopentyl N-isopropylcarbamate